4-[3-[(3R)-3-benzyloxybutoxy]propyl]-2-bromo-thiazole C(C1=CC=CC=C1)O[C@@H](CCOCCCC=1N=C(SC1)Br)C